P1(=O)(OC(C(C)O1)CCN)[O-] 2-aminoethylpropylene phosphate